6-hydroxycyclohexa-1,3-diene-1-carbaldehyde OC1CC=CC=C1C=O